(1R,3R)-5-(2-((1R,3aS,7aR,E)-1-((R)-5-((S)-3-(difluoromethyl)pyrrolidin-1-yl)pentan-2-yl)-7a-methyl-octahydro-4H-inden-4-ylidene)ethylidene)cyclohexane-1,3-diol FC([C@@H]1CN(CC1)CCC[C@@H](C)[C@H]1CC[C@H]2\C(\CCC[C@]12C)=C\C=C1C[C@H](C[C@@H](C1)O)O)F